ClC=1C(=C(C(=C(C1)C(C(=O)NCC1=NC=CN=C1Cl)C)OCC)C=1C=NC=C(C1)C(F)(F)F)C 2-(5-chloro-2-ethoxy-4-methyl-3-(5-(trifluoromethyl)pyridin-3-yl)phenyl)-N-((3-chloropyrazin-2-yl)methyl)propionamide